FC(OC=1C(=CC(=C(C(=O)OCC)C1)CC(=O)OCC)OC)F ethyl 5-(difluoromethoxy)-2-(2-ethoxy-2-oxoethyl)-4-methoxybenzoate